C(=O)(CCCCCCCCC)OCC(O)CO Glycerol monocaprate